2-[(1-methyl-1H-pyrazol-4-yl)amino]-4-[[2-(tetrahydro-2H-pyran-yl)ethyl]amino]pyrimidin-5-carboxamide CN1N=CC(=C1)NC1=NC=C(C(=N1)NCCC1OCCCC1)C(=O)N